CSC1=NC=C(C(=N1)C(=O)O)N1CCCCC1 2-(methylthio)-5-(piperidin-1-yl)pyrimidine-4-carboxylic acid